NC=1C=2N(C(=C(N1)C1=CC(=CC=C1)C#N)C1N(CCC=C1)C(=O)N)N=C(C2)CC2=C(C=CC=C2)F (4-amino-6-(3-cyanophenyl)-2-(2-fluorobenzyl)pyrazolo[1,5-a]pyrazin-7-yl)-5,6-dihydropyridine-1(2H)-carboxamide